CC1=CC=C(C=C1)N(C2=CC=C(C=C2)C)C3=CC=C(C=C3)C4(CCCCC4)C5=CC=C(C=C5)N(C6=CC=C(C=C6)C)C7=CC=C(C=C7)C 1,1-Bis[4-[N,N'-Di(p-tolyl)amino]phenyl]cyclohexane